C(C)(=O)NC=1C=CC(=C(C(=O)O)C1)O 5-(Acetylamino)-2-hydroxybenzoic acid